7-((5-Chloro-6-methoxypyridin-2-yl)oxy)-2-azaspiro[3.5]nonan ClC=1C=CC(=NC1OC)OC1CCC2(CNC2)CC1